The molecule is an ammonium ion resulting from the protonation of the pyrrolidine nitrogen of tripoloidine. It is the major species at pH 7.3. It has a role as a H1-receptor antagonist. It is a conjugate acid of a triprolidine. CC1=CC=C(C=C1)/C(=C\\C[NH+]2CCCC2)/C3=CC=CC=N3